C(C)(C)(C)OC(=O)NC(C(=O)O)CCN(CCCCC1=NC=2NCCCC2C=C1)CC(C)OC 2-(tert-butoxycarbonylamino)-4-[2-methoxypropyl-[4-(5,6,7,8-tetrahydro-1,8-naphthyridin-2-yl)butyl]amino]butanoic acid